OC(CN1[C@@](CCN2C1=NC(=CC2=O)N2[C@@H](COCC2)C)(C(F)(F)F)C)(C)C (S)-9-(2-Hydroxy-2-methylpropyl)-8-methyl-2-((R)-3-methylmorpholin-4-yl)-8-trifluoromethyl-6,7,8,9-tetrahydro-pyrimido[1,2-a]-pyrimidin-4-one